ClC=1C=C(C=C2C=NNC12)NC1=NC(=CC=C1N)C(F)F N2-(7-Chloro-1H-indazol-5-yl)-6-(difluoromethyl)pyridine-2,3-diamine